6-chloro-3-(1H-imidazol-1-yl)-2-(5-(trifluoromethyl)-4H-1,2,4-triazol-3-yl)-1H-pyrrolo-[3,2-b]pyridin-5-ol ClC=1C=C2C(=NC1O)C(=C(N2)C2=NN=C(N2)C(F)(F)F)N2C=NC=C2